OC(=C(C(=O)O)C)CCC1=CC=CC=C1.C(C(=C)C)(=O)OCCC1=CC(=C(C=C1)OC(=O)OC(C)(C)C)N1N=C2C(=N1)C=CC=C2 3-(2H-benzo[d][1,2,3]triazol-2-yl)-4-((tert-butoxycarbonyl)oxy)phenethyl methacrylate hydroxyphenethyl-methacrylate